N-(3-((dimethylamino)methyl)phenyl)-3-(((7-(pyridin-4-yl)-2,3-dihydrofuro[3,2-c]pyridin-4-yl)amino)methyl)benzamide CN(C)CC=1C=C(C=CC1)NC(C1=CC(=CC=C1)CNC1=NC=C(C2=C1CCO2)C2=CC=NC=C2)=O